(1-trityl-1H-imidazol-4-yl)methanol C(C1=CC=CC=C1)(C1=CC=CC=C1)(C1=CC=CC=C1)N1C=NC(=C1)CO